FC1=C(C=CC(=C1)OC=1C2=C(N=CN1)C=C(C(=N2)OC)OCCCN2CCOCC2)NC(=O)C2(CC2)C(=O)NC2=CC=C(C=C2)F 1-N'-[2-fluoro-4-[6-methoxy-7-(3-morpholin-4-ylpropoxy)pyrido[3,2-d]pyrimidin-4-yl]oxyphenyl]-1-N-(4-fluorophenyl)cyclopropane-1,1-dicarboxamide